1-(1-(6-chloro-1-(pyridin-3-yl)-1H-indazol-3-yl)propyl)-3-(1-methyl-1H-pyrazol-4-yl)-1H-pyrazolo[3,4-d]pyrimidin-4-amine ClC1=CC=C2C(=NN(C2=C1)C=1C=NC=CC1)C(CC)N1N=C(C=2C1=NC=NC2N)C=2C=NN(C2)C